BrCC[C@@H]1OC1 (S)-2-(2-bromoethyl)oxirane